2-aminophenylaniline NC1=C(C=CC=C1)NC1=CC=CC=C1